ClC=1C=C2C(=CC1)NC(C21CCN(CC1)CCOC=1C=NC(=NC1)C1(CC1)P(=O)(C)C)=O 5-chloro-1'-[2-({2-[1-(dimethylphosphoryl)cyclopropyl]pyrimidin-5-yl}oxy)ethyl]-1,2-dihydrospiro[indole-3,4'-piperidin]-2-one